C(C1=CC=CC=C1)O[C@@H]1[C@H](N(C[C@@H]([C@H]1OCC1=CC=CC=C1)OCC1=CC=CC=C1)C[C@H]1CNCCC1)C (2R,3R,4R,5S)-3,4,5-tris(benzyloxy)-2-methyl-1-((R)-piperidin-3-ylmethyl)piperidine